3-o-chlorophenyl-6-hydroxyindole ClC1=C(C=CC=C1)C1=CNC2=CC(=CC=C12)O